O=C1NC(CC[C@H]1NC1=CC(=C(C=C1)[C@@H]1[C@H](CN(CC1)CC(=O)O)OC)F)=O 2-[(3R,4R)-4-[4-[[(3R)-2,6-dioxo-3-piperidyl]amino]-2-fluoro-phenyl]-3-methoxy-1-piperidyl]acetic acid